(2-methanesulfonylphenyl)-5-[(3R)-3-methylmorpholin-4-yl]-[1,2]thiazolo[4,5-b]pyridin-3-yl trifluoromethanesulfonate FC(S(=O)(=O)OC1=NSC=2C1=NC(=C(C2)C2=C(C=CC=C2)S(=O)(=O)C)N2[C@@H](COCC2)C)(F)F